Methyl (E)-3-(4-ethoxyphenyl)acrylate C(C)OC1=CC=C(C=C1)/C=C/C(=O)OC